bromoindene C1=CC=C2C(C=CC2=C1)Br